C1(CC1)OC[C@@H](C1=CC(=CC=C1)OC(F)F)N[S@](=O)C(C)(C)C (R)-N-((R)-2-cyclopropoxy-1-(3-(difluoromethoxy)phenyl)ethyl)-2-methylpropane-2-sulfinamide